(S)-pyrrolidine-3-carbonitrile hydrochloride Cl.N1C[C@H](CC1)C#N